O=C1N(CCC(N1)=O)C1=C(C(=O)O)C=CC=C1 (2,4-dioxo-1,3-diazacyclohexan-1-yl)benzoic acid